BrC=1C=C2C(=NC1)C1=C(N2C(C2CCOCC2)C2=CC=CC=C2)SC=C1 6-bromo-8-(phenyl-(tetrahydro-2H-pyran-4-yl)methyl)-8H-thieno[3',2':4,5]pyrrolo[3,2-b]pyridine